N1=C(C=CC2=CC=CC=C12)/C=C/C1=C(C=CC=C1)O (E)-2-(2-(quinolin-2-yl)vinyl)phenol